1-(6-(1-(3-((4-Aminopiperidin-1-yl)sulfonyl)benzyl)piperidin-4-yl)-1-methyl-1H-indazol-3-yl)dihydropyrimidine-2,4(1H,3H)-dione trifluoroacetate FC(C(=O)O)(F)F.NC1CCN(CC1)S(=O)(=O)C=1C=C(CN2CCC(CC2)C2=CC=C3C(=NN(C3=C2)C)N2C(NC(CC2)=O)=O)C=CC1